4-hydroxy-1-(2-(isoxazol-3-ylamino)-2-oxoethyl)-1-(2-((2-(methoxycarbonyl)-4-methylthiophen-3-yl)amino)-2-oxoethyl)piperidin-1-ium OC1CC[N+](CC1)(CC(=O)NC1=C(SC=C1C)C(=O)OC)CC(=O)NC1=NOC=C1